2-(4-((4-(4-cyanophenyl)-5-oxo-4,5-dihydro-1H-1,2,4-triazol-1-yl)methyl)-2,6-dimethylphenoxy)-2-methylpropanoic acid C(#N)C1=CC=C(C=C1)N1C=NN(C1=O)CC1=CC(=C(OC(C(=O)O)(C)C)C(=C1)C)C